ClC1=C(C(=C(C=C1)Cl)N)N 3,6-dichlorobenzene-1,2-diamine